N1(CCCC1)C[C@@H](C)NC(=O)C1=CC2=CC=CC(=C2C=C1)C1=CC=C(C=C1)C(F)(F)F (R)-N-(1-(pyrrolidin-1-yl)propan-2-yl)-5-(4-(trifluoromethyl)phenyl)-2-naphthamide